Cl.N[C@@H](CC1=CC=C(C(=O)N)C=C1)CN1C(C2=CC=CC=C2C1=O)=O (S)-4-(2-amino-3-(1,3-dioxoisoindolin-2-yl)propyl)benzamide hydrochloride